NC1=C2N=C(N(C2=NC(=N1)C#CCCCC)[C@@H]1SC[C@H]([C@H]1O)O)C=1N(C=CN1)C (2R,3R,4S)-2-(6-amino-2-(hex-1-yn-1-yl)-8-(1-methyl-1H-imidazol-2-yl)-9H-purin-9-yl)tetrahydrothiophene-3,4-diol